FC(COC(=O)N1[C@H]([C@]2(CCOC(N2)=O)CCC1)CO[C@@H]1CC[C@@H](CC1)C1=CC=CC=C1)F |o1:7,8| 2,2-difluoroethyl-rel-(6R,7R)-2-oxo-7-({[(CIS)-4-phenylcyclohexyl]oxy}methyl)-3-oxa-1,8-diazaspiro[5.5]undecane-8-carboxylate